P(OCCCCCCCCCCCCCCCCCCCC)(OCCCCCCCCCCCCCCCCCCCC)OCCCCCCCCCCCCCCCCCCCC tri-arachidyl phosphite